sodium potassium phosphate salt P(=O)([O-])([O-])O.[K+].[Na+]